N-(3-chloro-5-(methylsulfonamido)phenyl)-3-(5-fluoro-3-((3-fluoro-5-(methylsulfonyl)benzyl)oxy)pyridin-2-yl)isothiazole-5-carboxamide ClC=1C=C(C=C(C1)NS(=O)(=O)C)NC(=O)C1=CC(=NS1)C1=NC=C(C=C1OCC1=CC(=CC(=C1)S(=O)(=O)C)F)F